tert-butyl (S)-2-((1-(4-fluoro-3-(trifluoromethyl)phenyl)cyclopropyl)carbamoyl)azetidine-1-carboxylate FC1=C(C=C(C=C1)C1(CC1)NC(=O)[C@H]1N(CC1)C(=O)OC(C)(C)C)C(F)(F)F